C(CCCCCCCCCCCCCCCCC)(=O)O.C(CCCCCCCCCCCCCCCCC)(=O)O.CNC[C@H](O)[C@@H](O)[C@H](O)[C@H](O)CO methylglucamine distearate